FC=1C=C2C(=C(/C(/C2=CC1)=C/C1=CC=C(C=C1)N1C=CC2=CC=CC=C12)C)CC(=O)NO 2-[(1Z)-5-Fluoro-1-{[4-(1H-indol-1-yl)phenyl]methylidene}-2-methyl-1H-inden-3-yl]-N-hydroxyacetamide